methyl 7-isopropyl-9-(((trifluoromethyl)sulfonyl)oxy)-6,7-dihydro-5H-benzo[7]annulene-3-carboxylate C(C)(C)C1CCC2=C(C(=C1)OS(=O)(=O)C(F)(F)F)C=CC(=C2)C(=O)OC